1-(4-chloro-5-((2,6-difluoro-3,5-dimethoxyphenylamino)methyl)-2,3'-bipyridin-6'-yl)cyclobutanecarbonitrile ClC1=CC(=NC=C1CNC1=C(C(=CC(=C1F)OC)OC)F)C=1C=NC(=CC1)C1(CCC1)C#N